C(C)(C)(C)OC(=O)NC1C(CC1)C(=O)ON1C(C2=CC=CC=C2C1=O)=O 1,3-dioxoisoindol-2-yl 2-[(tert-butoxycarbonyl)amino]cyclobutane-1-carboxylate